BrC1=CC2=C(N(C(O2)=O)CCNC(\C=C\C2=CC(=C(C(=C2)OC)OC)OC)=O)C=C1 (E)-N-(2-(6-bromo-2-oxo-2,3-dihydro-1,3-benzooxazol-3-yl)ethyl)-3-(3,4,5-trimethoxyphenyl)acrylamide